NC=1C=C(OCC(C(=O)OC(C)(C)C)=C)C=C(C1)OC tert-butyl 2-((3-amino-5-methoxyphenoxy)methyl)acrylate